2-(6-(difluoromethyl)pyrid-3-yl)-5-nitrobenzonitrile FC(C1=CC=C(C=N1)C1=C(C#N)C=C(C=C1)[N+](=O)[O-])F